The molecule is a trichothecene mycotoxin that is deoxynivalenol acetylated on the oxygen at C-15. A skin and eye irritant, along with its 3-acetyl regioisomer and its parent deoxynivalenol it is considered among the most commonly and widely distributed cereal contaminants. It has a role as an epitope and a mycotoxin. It derives from a deoxynivalenol. CC1=C[C@@H]2[C@]([C@@H](C1=O)O)([C@]3(C[C@H]([C@H]([C@]34CO4)O2)O)C)COC(=O)C